succinimidyl-3-(2-pyridyldithio)propionate C1(CCC(N1C(C(=O)[O-])CSSC1=NC=CC=C1)=O)=O